ClC1=CC=C(C=C1)C1=C(C=CC=C1)[C@H](CO)O (R)-1-(4'-chloro-[1,1'-biphenyl]-2-yl)ethane-1,2-diol